CN1N=CC2=CC=C(C=C12)NS(=O)(=O)CCCC N-(1-methyl-1H-indazol-6-yl)butane-1-sulfonamide